6-(3-Fluoro-5-isobutoxyphenyl)-2-(3-fluoro-1-piperidyl)-N-(1H-pyrazol-5-ylsulfonyl)pyridin-3-carboxamid FC=1C=C(C=C(C1)OCC(C)C)C1=CC=C(C(=N1)N1CC(CCC1)F)C(=O)NS(=O)(=O)C1=CC=NN1